(2S)-(E)-[4-(2-carbamoylethen-1-yl)thiazol-2-ylthio]-N-{[4-(3,4-dichlorobenzyl)morpholin-2-yl]methyl}acetamide C(N)(=O)/C=C/C=1N=C(SC1)SCC(=O)NC[C@H]1CN(CCO1)CC1=CC(=C(C=C1)Cl)Cl